3-phthalimido-propanal C1(C=2C(C(N1CCC=O)=O)=CC=CC2)=O